sodium biphenylsulfonate C=1(C(=CC=CC1)S(=O)(=O)[O-])C1=CC=CC=C1.[Na+]